CC=1OCCCC1C(=O)OC methyl 5,6-dihydro-2-methyl-4H-pyran-3-carboxylate